C(C1=CC=CC=C1)NS(=O)(=O)C=1C=C(C=CC1)C1=COC=2C1=NC=C(C2)C2=CC=C(C=C2)N2CCN(CC2)C(=O)OC(C)(C)C tert-butyl 4-(4-(3-(3-(N-benzylsulfamoyl)phenyl)furo[3,2-b]pyridin-6-yl)phenyl)piperazine-1-carboxylate